dimethyl-(2-butanone) phosphonate P(O)(O)=O.CC(C(C)=O)(C)C